β-hydroxypropyl acrylate C(C=C)(=O)OCC(C)O